Tert-butyl(N-((1,2,3,5,6,7-hexahydro-s-indacen-4-yl)(methyl)carbamoyl)-2-(2-hydroxypropan-2-yl)thiazole-5-sulfonimidoyl)carbamate C(C)(C)(C)OC(NS(=O)(=NC(N(C)C1=C2CCCC2=CC=2CCCC12)=O)C1=CN=C(S1)C(C)(C)O)=O